CC=1C=C(C=C(C1)C)C1(CCC2(CN(C2)C(=O)C2CC(C2)(C)O)CC1)OC (7-(3,5-dimethylphenyl)-7-methoxy-2-azaspiro[3.5]non-2-yl)((1s,3s)-3-hydroxy-3-methylcyclobutyl)methanone